NC1=NC(N(C2=CC(=CC(=C12)C1CNC(O1)=O)Cl)C1=CC=CC=C1)=O 5-(4-amino-7-chloro-2-oxo-1-phenyl-1,2-dihydroquinazolin-5-yl)oxazolidin-2-one